[C@H]12CN(C[C@H](CC1)N2)C=2C1=C(N=C(N2)OCC23CCCCN3CC(C2)=C)C(=C(N=C1)C1=CC(=CC2=CC=C(C(=C12)C#C)F)O)F 4-(4-((1R,5S)-3,8-diazabicyclo[3.2.1]octan-3-yl)-8-fluoro-2-((2-methylenehexahydroindolizin-8a(1H)-yl)methoxy)pyrido[4,3-d]pyrimidin-7-yl)-5-ethynyl-6-fluoronaphthalen-2-ol